C(C1=CC=CC=C1)N1C[C@@](C[C@@H](C1)F)(O)C (3R,5S)-1-benzyl-5-fluoro-3-methyl-piperidin-3-ol